methyl (S)-4-(6-((1-(4-(difluoromethyl)phenyl)-4-methyl-1H-1,2,3-triazol-5-yl)methoxy)pyridazin-3-yl)morpholine-2-carboxylate FC(C1=CC=C(C=C1)N1N=NC(=C1COC1=CC=C(N=N1)N1C[C@H](OCC1)C(=O)OC)C)F